5-{3-[(1S)-1-{[2-methyl-6-(3-methyl-1-benzofuran-5-yl)pyrimidin-4-yl]amino}ethyl]phenyl}pyrimidin CC1=NC(=CC(=N1)N[C@@H](C)C=1C=C(C=CC1)C=1C=NC=NC1)C=1C=CC2=C(C(=CO2)C)C1